5-(chloromethyl)-2-(4-cyclopropyl-6-methoxy-pyrimidin-5-yl)-N-[[4-[5-methyl-3-(trifluoromethyl)pyrazol-1-yl]phenyl]methyl]pyrimidin-4-amine ClCC=1C(=NC(=NC1)C=1C(=NC=NC1OC)C1CC1)NCC1=CC=C(C=C1)N1N=C(C=C1C)C(F)(F)F